((1R)-2,2-difluoro-cyclopropyl)-methanol FC1([C@H](C1)CO)F